2-[2-(2-hydroxy-phenyl)-phenethyl]-N-methylpiperidine OC1=C(C=CC=C1)C1=C(CCC2N(CCCC2)C)C=CC=C1